C(C)(C)(C)OC(=O)N(CCOC=1C=C(C(=O)OC)C=C(C1[N+](=O)[O-])NC[C@H]1OCC1)C methyl 3-[2-[tert-butoxycarbonyl(methyl)amino]ethoxy]-4-nitro-5-[[(2S)-oxetan-2-yl]methylamino]benzoate